(R)-3-(3-(trifluoromethyl)phenyl)oxazolidine-2-carboxylic acid tert-butyl ester C(C)(C)(C)OC(=O)[C@H]1OCCN1C1=CC(=CC=C1)C(F)(F)F